NC1=NC=NN2C1=C(C=C2C=2C=C(C(=NC2)OC)C(=O)NC=2OC=C(N2)C(NC2CCCC2)=O)C(F)(F)F 5-[4-amino-5-(trifluoromethyl)pyrrolo-[2,1-f][1,2,4]triazin-7-yl]-N-[4-(cyclopentylcarbamoyl)-1,3-oxazol-2-yl]-2-methoxypyridine-3-carboxamide